F[P-](F)(F)(F)(F)F.[Ir+3].FC1=C(C=CC(=C1)F)C1=NC=CC=C1.FC1=C(C=CC(=C1)F)C1=NC=CC=C1.F[P-](F)(F)(F)(F)F.F[P-](F)(F)(F)(F)F bis[2-(2,4-difluorophenyl)pyridine] iridium (III) hexafluorophosphate